1-(3-bromo-5-fluorophenyl)-5,5-difluoro-3-(trifluoromethyl)-4,5,6,7-tetrahydro-1H-indol-4-ol BrC=1C=C(C=C(C1)F)N1C=C(C=2C(C(CCC12)(F)F)O)C(F)(F)F